CN1CC(C1)(C)C(C=1C=C(C=CC1)C#C[C@@H](O)C1=CC=CC=C1)(C1=CC=C(C=C1)OC(F)(F)F)O (1S)-3-(3-((1,3-dimethylazetidin-3-yl)(hydroxy)(4-(trifluoromethoxy)phenyl)methyl)phenyl)-1-phenylprop-2-yn-1-ol